O1C=C(C=C1)C=1C(=CC2=CN(N=C2C1)CCC(C)(C)O)NC(=O)C=1N=C(SC1)C1=CC=NN1 N-(6-(furan-3-yl)-2-(3-hydroxy-3-methylbutyl)-2H-indazol-5-yl)-2-(1H-pyrazol-5-yl)thiazole-4-carboxamide